N(=[N+]=[N-])CC=1C=C2C=CC(=CC2=CC1)C(CO[Si](C)(C)C)=O 1-(6-(azidomethyl)naphthalen-2-yl)-2-((trimethylsilyl)oxy)ethan-1-one